((1-(4-chlorobenzyl)piperidin-3-yl)methyl)-2-methylpyrazolo[1,5-a]pyrimidine ClC1=CC=C(CN2CC(CCC2)CC=2C(=NN3C2N=CC=C3)C)C=C1